NC1(CCN(CC1)C1=NC=2C(=NC=C(N2)SC=2C=C(C#N)C=CC2)N1)C 3-((2-(4-amino-4-methylpiperidin-1-yl)-1H-imidazo[4,5-b]pyrazin-5-yl)thio)benzonitrile